C1(=CC=CC=C1)C(=NC1=C2C(=CN=C1)N(N=C2C(F)(F)F)COCC[Si](C)(C)C)C2=CC=CC=C2 1,1-diphenyl-N-(3-(trifluoromethyl)-1-((2-(trimethylsilyl)ethoxy)methyl)-1H-pyrazolo[3,4-c]pyridin-4-yl)methanimine